((4-(4-methyl-3-pentenyl)-3-cyclohexenyl)methoxy)dibenzo[b,d]furan CC(=CCCC1=CCC(CC1)COC1=CC=CC=2OC3=C(C21)C=CC=C3)C